ClC1=C(NC=CC1SC=1N=CC(NC1)N1C[C@H]2C([C@H]2C1)(C=1SC=C(N1)C)CN)N1N=CC=C1 ((1R,5S,6r)-3-(5-((3-chloro-2-(1H-pyrazol-1-yl)-1,4-dihydropyridin-4-yl)thio)-1,2-dihydropyrazin-2-yl)-6-(4-methylthiazol-2-yl)-3-azabicyclo[3.1.0]hexan-6-yl)methanamine